5-nitro-1,3-dihydro-2-indolone [N+](=O)([O-])C=1C=C2CC(NC2=CC1)=O